NC1CCC(CC1)NC1=C(C(N(N=C1)CC)=O)C(F)(F)F (((1s,4s)-4-aminocyclohexyl)amino)-2-ethyl-4-(trifluoromethyl)pyridazin-3(2H)-one